C(C1=C(C(=O)[O-])C(C(=O)[O-])=C(C(=O)[O-])C(C(=O)OCCCCCCCC(C)C)=C1C(=O)OCCCCCCCC(C)C)(=O)OCCCCCCCC(C)C Triisodecyl mellitate